2-[(3S)-3-methylpiperazin-1-yl]pyrimidine-5-carboxamide C[C@H]1CN(CCN1)C1=NC=C(C=N1)C(=O)N